nickel (II) 1,10-phenanthroline N1=CC=CC2=CC=C3C=CC=NC3=C12.[Ni+2]